BrC=1C=C2CCN(CC2=CC1)C#N 6-bromo-1,2,3,4-tetrahydroisoquinoline-2-carbonitrile